5-(3-(dimethylamino)cyclobutoxy)-6-methoxyquinazolin-4-amine CN(C1CC(C1)OC1=C2C(=NC=NC2=CC=C1OC)N)C